N-hydroxy-4-fluorobenzamide ONC(C1=CC=C(C=C1)F)=O